NC=1C=2N(C=CC1)C(=CN2)N2N=CC(=C2)C=2C(=CC(=C(C(=O)NC1CC1)C2)F)Cl 5-[1-(8-amino-imidazo[1,2-a]pyridin-3-yl)-1H-pyrazol-4-yl]-4-chloro-N-cyclopropyl-2-fluoro-benzamide